3-(5-quinolyl)-alanine N1=CC=CC2=C(C=CC=C12)C[C@H](N)C(=O)O